FC1=CC(=C(OC2=NC=C(C=C2C(=O)NC2=CN=NC=C2)C(F)(F)F)C=C1)C 2-(4-fluoro-2-methylphenoxy)-N-pyridazin-4-yl-5-(trifluoromethyl)-pyridine-3-carboxamide